N-ethyl-N'-(4-(2-fluorobenzyl)-2,5-dimethylphenyl)-N-methylformimidamide C(C)N(C=NC1=C(C=C(C(=C1)C)CC1=C(C=CC=C1)F)C)C